BrC=1C2=C(N(CCC1C=1OC(=NN1)C1CC1)C(=O)C1=CC(=C(C=C1)OC)F)C=CC=C2 (5-bromo-4-(5-cyclopropyl-1,3,4-oxadiazol-2-yl)-2,3-dihydro-1H-benzo[b]azepin-1-yl)(3-fluoro-4-methoxyphenyl)methanone